FC(C(C(=O)OC(C(=CC(F)(F)F)C(F)(F)F)=O)=CC(F)(F)F)(F)F 2,3-Bis(trifluoromethyl)acrylic anhydride